5-methyl-3-(diethoxymethyl)-1,2,4-oxadiazole CC1=NC(=NO1)C(OCC)OCC